BrC1=C(C(=CC=C1)OC)C Bromo-3-methoxy-2-methylbenzene